(2R)-2-amino-1-[4-[4-[[3-[4-(difluoromethoxy)phenyl]imidazo[1,2-a]pyrazin-8-yl]amino]-2-methylbenzoyl]piperazin-1-yl]pentan-1-one N[C@@H](C(=O)N1CCN(CC1)C(C1=C(C=C(C=C1)NC=1C=2N(C=CN1)C(=CN2)C2=CC=C(C=C2)OC(F)F)C)=O)CCC